2,4-dioxo-1,3-benzoxazinyloctanoic acid ethyl ester C(C)OC(C(CCCCCC)C1=CC=CC2=C1C(NC(O2)=O)=O)=O